bis(pyrrolyl)(isobutyl)aluminum N1C(=CC=C1)[Al](CC(C)C)C=1NC=CC1